FC=1C=CC=2C[C@]3(C[C@H](CC3)NS(=O)(=O)C)C=3OC=C(COC4=NN(C=C4C1C2)C)N3 N-[(1'S,13R)-18-fluoro-4-methyl-spiro[7,11-dioxa-4,5,20-triazatetracyclo[13.3.1.19,12.02,6]icosa-1(18),2,5,9,12(20),15(19),16-heptaene-13,3'-cyclopentane]-1'-yl]methanesulfonamide